ClC1=C(N)C=C(C(=C1)Cl)C#N 2,4-dichloro-5-cyanoaniline